(2S)-2-(2-tert-Butoxycarbonyl-5-oxo-2,6-diazaspiro[3.4]octane-6-yl)-3-methyl-butanoic acid C(C)(C)(C)OC(=O)N1CC2(C1)C(N(CC2)[C@H](C(=O)O)C(C)C)=O